7-methyl-3H-benzimidazole-5-carbohydrazide CC1=CC(=CC2=C1N=CN2)C(=O)NN